(±)-2-(octylthio)octan-4-one C(CCCCCCC)S[C@H](C)CC(CCCC)=O |r|